C(C1=CC=CC=C1)C1(C[C@@H]2[C@@H](CN(C2)C[C@H](O)C2=CC=C(C=C2)O)C1)F rac-4-((R)-2-((3aR,5S,6aS)-5-benzyl-5-fluorohexahydrocyclopenta[c]pyrrol-2(1H)-yl)-1-hydroxyethyl)phenol